COC(=O)C12CC(C1)(C2)C2(CC2)N 3-(1-aminocyclopropyl)bicyclo[1.1.1]Pentane-1-carboxylic acid methyl ester